C(C=C)(=O)N1C[C@@H](N(C[C@H]1C)C1=NC(N2C3=C(C(=C(C=C13)Cl)C1=C(C=C(C=C1)F)F)OC[C@@H]2CN2CCOCC2)=O)C (3S)-7-((2S,5R)-4-acryloyl-2,5-dimethyl-piperazin-1-yl)-9-chloro-10-(2,4-di-fluorophenyl)-3-(morpholinomethyl)-2H-[1,4]oxazino[2,3,4-ij]quinazolin-5(3H)-one